methyl (S)-2-((2-((3-bromo-2-methylphenyl)carbamoyl)-4,5,6,7-tetrahydropyrazolo[1,5-a]pyridin-4-yl)amino)-2-methylpropanoate BrC=1C(=C(C=CC1)NC(=O)C1=NN2C([C@H](CCC2)NC(C(=O)OC)(C)C)=C1)C